2-(1-(1-(4-(propan-2-ylidene)cyclohexyl)piperidin-4-yl)-3-(pyrrolidin-1-ylmethyl)-1H-pyrrolo[2,3-b]pyridin-2-yl)ethyl sulfamate S(N)(OCCC1=C(C=2C(=NC=CC2)N1C1CCN(CC1)C1CCC(CC1)=C(C)C)CN1CCCC1)(=O)=O